(2R,3R,4S,5R)-2-(4-hydrazineylidene-4,7-dihydro-1H-pyrazolo[3,4-d]pyrimidin-1-yl)-5-((R)-1-hydroxybut-2-yn-1-yl)tetrahydrofuran-3,4-diol N(N)=C1C2=C(NC=N1)N(N=C2)[C@@H]2O[C@@H]([C@H]([C@H]2O)O)[C@@H](C#CC)O